CC1(CC1)NC=1C2=C(N=C(N1)C1=CC(=NC=C1)C#N)C=NC=C2 4-{4-[(1-methylcyclopropyl)amino]pyrido[3,4-d]pyrimidin-2-yl}pyridin-2-carbonitrile